ClC1=C(C(=O)NC(NC2=C(C=NN2C(C)C)C)=O)C=C(C(=N1)Cl)Cl 2,5,6-trichloro-N-((1-isopropyl-4-methyl-1H-pyrazol-5-yl)carbamoyl)nicotinamide